[Pt].[Cu].[Pd] palladium-copper-platinum